COC1=C(C=CC(=C1)C)C1=CC=C2C=NN=C(C2=C1)N[C@H]1CN(CCC1)C(=O)OC(C)(C)C Tert-butyl (R)-3-((7-(2-methoxy-4-methylphenyl)phthalazin-1-yl)amino)piperidine-1-carboxylate